(S)-4-(7-chloro-8-fluoro-2-(((S)-1-methylpyrrolidin-2-yl)methoxy)pyrido[4,3-d]pyrimidine-4-yl)-2-(cyanomethyl)piperazine-1-carboxylate ClC1=C(C=2N=C(N=C(C2C=N1)N1C[C@@H](N(CC1)C(=O)[O-])CC#N)OC[C@H]1N(CCC1)C)F